C(N)(=O)C1=CN=CN1C1=CC=CC(=N1)C(=O)NC=1C=NC(=CC1)C(F)(F)F 6-(5-carbamoyl-1H-imidazol-1-yl)-N-(6-(trifluoromethyl)pyridin-3-yl)picolinamide